2-(diethylamino)ethyl acetoxybenzoate C(C)(=O)OC1=C(C(=O)OCCN(CC)CC)C=CC=C1